arginine myristate salt C(CCCCCCCCCCCCC)(=O)O.N[C@@H](CCCNC(N)=N)C(=O)O